9-(4-aminophenyl)-N-(4-chlorophenyl)-N-methyl-purine-2-carboxamide NC1=CC=C(C=C1)N1C2=NC(=NC=C2N=C1)C(=O)N(C)C1=CC=C(C=C1)Cl